FC(C1=CC=C2C(=CNC2=C1C1=NC=CC=N1)S(=O)(=O)Cl)F 6-(difluoromethyl)-7-pyrimidin-2-yl-1H-indole-3-sulfonyl chloride